FC=1C=C(C=NC1)NC(=O)[C@@H]1CC12CCN(CC2)C(=O)OC(C(F)(F)F)C(F)(F)F |o1:10| 1,1,1,3,3,3-hexafluoropropan-2-yl (R or S)-1-((5-fluoropyridin-3-yl)carbamoyl)-6-azaspiro[2.5]octane-6-carboxylate